2-fluoro-5-(5-(piperazin-1-yl)-1H-pyrazolo[3,4-c]pyridazin-1-yl)-3-(trifluoromethyl)phenol FC1=C(C=C(C=C1C(F)(F)F)N1N=CC=2C1=NN=C(C2)N2CCNCC2)O